tert-butyl 4-(5-amino-6-(difluoromethoxy)-2H-indazol-2-yl)piperidine-1-carboxylate NC1=CC2=CN(N=C2C=C1OC(F)F)C1CCN(CC1)C(=O)OC(C)(C)C